tert-butyl 4-(7-hydroxyl-1-methyl-6,7-dihydro-5H-benzo[c][1,2,3]triazolo[1,5-a]azepin-9-yl)-5,6-dihydropyridine-1(2H)-carboxylate OC1C2=C(C=3N(CC1)N=NC3C)C=CC(=C2)C2=CCN(CC2)C(=O)OC(C)(C)C